C(C1=CC=CC=C1)C=1C(=C(C=C(C1)CCCCC)CC(=O)N)O 2-(3-benzyl-2-hydroxy-5-pentylphenyl)acetamide